Methyl 6'-fluoro-trans-4-hydroxy-2'-oxo-spiro[cyclohexane-1,3'-indoline]-5'-carboxylate FC1=C(C=C2C3(C(NC2=C1)=O)CCC(CC3)O)C(=O)OC